(rac)-N-Methyl-N-((cis)-3-((6-(1-methyl-1H-pyrazol-4-yl)pyrazolo[1,5-a]pyrazin-4-yl)oxy)cyclohexyl)acrylamide CN(C(C=C)=O)[C@@H]1C[C@@H](CCC1)OC=1C=2N(C=C(N1)C=1C=NN(C1)C)N=CC2 |r|